BrC1=CC=C(C(F)(F)F)C=C1 4-bromo-trifluorotoluene